COC=1C=C(C=NC1)C=O 5-methoxy-3-pyridineformaldehyde